butyl 4-(3-(2,4-dioxotetrahydropyrimidin-1(2H)-yl)-4-methoxybenzoyl)piperazine-1-carboxylate O=C1N(CCC(N1)=O)C=1C=C(C(=O)N2CCN(CC2)C(=O)OCCCC)C=CC1OC